α-ethylhexyl-acrylate C(C)C(CCCCC)OC(C=C)=O